(R)-(4-(4-(3,5-dimethyl-1H-1,2,4-triazol-1-yl)-5-fluoropyrimidin-2-yl)piperazin-1-yl)(5-(2,3,5-trifluorophenyl)-4,5-dihydro-1H-pyrazol-1-yl)methanone CC1=NN(C(=N1)C)C1=NC(=NC=C1F)N1CCN(CC1)C(=O)N1N=CC[C@@H]1C1=C(C(=CC(=C1)F)F)F